7-BROMO-4-CHLORO-1H-PYRROLO[3,2-C]PYRIDINE-3-CARBALDEHYDE BrC=1C2=C(C(=NC1)Cl)C(=CN2)C=O